CC(C)(OC(N(CCOCCOCC)C)=O)C 2,2,5-trimethyl-4-oxo-3,8,11-trioxa-5-azatridecan